CC[C@@H]1[C@H](/C=C(/C=C/C(=O)[C@@H](C[C@@H]([C@@H]([C@H]([C@@H](CC(=O)O1)O)C)O[C@H]2[C@@H]([C@H]([C@@H]([C@H](O2)C)O[C@H]3C[C@@]([C@H]([C@@H](O3)C)O)(C)O)N(C)C)O)CC=O)C)\\C)CO[C@H]4[C@@H]([C@@H]([C@@H]([C@H](O4)C)O)O)O The molecule is a macrolide antibiotic that is tylonolide having mono- and diglycosyl moieties attached to two of its hydroxy groups.. It is an aldehyde, an enone, a macrolide antibiotic, a monosaccharide derivative, a disaccharide derivative and a leucomycin. It derives from a tylactone. It is a conjugate acid of a demethylmacrocin(1+).